C1(CCCC1)CC=1/C(/C2=CC=C(C=C2C1CC(=O)O)F)=C/C1=CC(=CC=C1)COC1=CC=CC=C1 (Z)-2-(2-(Cyclopentylmethyl)-5-fluoro-1-(3-(phenoxymethyl)benzylidene)-1H-inden-3-yl)acetic acid